ClC=1C=C(OC2=CC=C(C=O)C=C2)C=C(C1)C(F)(F)F 4-[3-Chloro-5-(trifluoromethyl)phenoxy]benzaldehyde